(1R,4R)-2,5-diazabicyclo[2.2.1]heptane dihydrochloride Cl.Cl.[C@H]12NC[C@H](NC1)C2